2-(6-(((1S,3S)-3-((6-ethyl-1,2,4-triazin-3-yl)amino)cyclopentyl)amino)pyridin-3-yl)-4-methylpyridazin-3(2H)-one C(C)C1=CN=C(N=N1)N[C@@H]1C[C@H](CC1)NC1=CC=C(C=N1)N1N=CC=C(C1=O)C